ClC1=C2C=CC=NC2=C(C=C1)OC(C(=O)OCC=C)C(=O)OCC=C diallyl (5-chloro-8-quinolyloxy)malonate